zinc oxide, zirconium salt [Zr+4].[O-2].[Zn+2].[O-2].[O-2]